2-(2,2-dimethylpropanoylamino)-4-[2-phenoxyethyl-[4-(5,6,7,8-tetrahydro-1,8-naphthyridin-2-yl)butyl]amino]butanoic acid CC(C(=O)NC(C(=O)O)CCN(CCCCC1=NC=2NCCCC2C=C1)CCOC1=CC=CC=C1)(C)C